1-[2-chloro-4-[[5-(2,3-difluoro-4-methoxy-phenyl)-1-methyl-imidazole-2-carbonyl]amino]benzoyl]-N-[[(3R)-pyrrolidin-3-yl]methyl]piperidine-4-carboxamide ClC1=C(C(=O)N2CCC(CC2)C(=O)NC[C@H]2CNCC2)C=CC(=C1)NC(=O)C=1N(C(=CN1)C1=C(C(=C(C=C1)OC)F)F)C